F[C@H]1CN(CC[C@H]1C)CC1=CC(=C2CN(C(C2=C1)=O)C1=CC(=CC=C1)C1(COC1)CC1=NN=CN1C)C(F)(F)F 6-(((3R,4R)-3-fluoro-4-methylpiperidin-1-yl)methyl)-2-(3-(3-((4-methyl-4H-1,2,4-triazol-3-yl)methyl)oxetan-3-yl)phenyl)-4-(trifluoromethyl)isoindolin-1-one